rac-(Z)-3-((3-butyl-7-(ethylsulfanyl)-5-(4-fluorophenyl)-1,1-dioxo-2,3,4,5-tetrahydro-1,5-benzothiazepin-8-yl)oxy)-2-fluoroacrylic acid C(CCC)C1CS(C2=C(N(C1)C1=CC=C(C=C1)F)C=C(C(=C2)O\C=C(\C(=O)O)/F)SCC)(=O)=O